N-(3-hydroxypropyl)carbamic acid benzyl ester C(C1=CC=CC=C1)OC(NCCCO)=O